N-(5-(tert-butyl)-1,3,4-thiadiazol-2-yl)-2-((4-oxo-1-phenyl-4,5-dihydro-1H-pyrazolo[3,4-d]pyrimidin-6-yl)thio)acetamide C(C)(C)(C)C1=NN=C(S1)NC(CSC=1NC(C2=C(N1)N(N=C2)C2=CC=CC=C2)=O)=O